trans-5-[(3S)-2-[4-(hydroxymethyl)cyclohexanecarbonyl]isoxazolidin-3-yl]pyridine-3-carbonitrile OC[C@@H]1CC[C@H](CC1)C(=O)N1OCC[C@H]1C=1C=C(C=NC1)C#N